NC1=C(C=CC=C1)NC(CCCCCCCOC=1C=C2C(=NC=NC2=CC1OC)OC1=CC2=C(C(=C(O2)C)C(=O)NC)C=C1)=O 6-((6-((8-((2-aminophenyl)amino)-8-oxooctyl)oxy)-7-methoxyquinazolin-4-yl)oxy)-N,2-dimethylbenzofuran-3-carboxamide